tert-butyl N-[1-[1-(4-methoxyphenyl) cyclopropanecarbonyl]-4-piperidyl]carbamate COC1=CC=C(C=C1)C1(CC1)C(=O)N1CCC(CC1)NC(OC(C)(C)C)=O